(E)-4,4,4-trifluoro-2-butenoic acid FC(/C=C/C(=O)O)(F)F